C(C=C)(=O)N1[C@H]2CN([C@@H](C1)C2)C(=O)N2CCC(CC2)N2N=CC(=C2)C=2C=C(C=1N(C2)N=CC1C#N)OC 6-(1-(1-((1R,4R)-5-acryloyl-2,5-diazabicyclo[2.2.1]heptane-2-carbonyl)piperidin-4-yl)-1H-pyrazol-4-yl)-4-methoxypyrazolo[1,5-a]pyridine-3-carbonitrile